7-Chloro-1-(imidazo[1,2-a]pyridin-5-yl)-4-(methylamino)quinazolin-2(1H)-one ClC1=CC=C2C(=NC(N(C2=C1)C1=CC=CC=2N1C=CN2)=O)NC